BrC1=NN(C(=N1)OC1=CC=C(C=C1)OC(F)(F)F)C(C)C 3-bromo-5-(4-(trifluoromethoxy)phenoxy)-1-(propan-2-yl)-1H-1,2,4-triazole